3-(3-aminopropyl-amino)propyl-triethoxysilane NCCCNCCC[Si](OCC)(OCC)OCC